NC=1C2=C(N=C(N1)[2H])C=CC(=N2)C=2C=C(C=CC2)C2=NNC(=N2)C2(C(N(CC2)C)=O)O 3-(3-(3-(4-aminopyrido[3,2-d]pyrimidin-6-yl-2-d)phenyl)-1H-1,2,4-triazol-5-yl)-3-hydroxy-1-methylpyrrolidin-2-one